4-fluoro-2-iodobenzoic acid tert-butyl ester C(C)(C)(C)OC(C1=C(C=C(C=C1)F)I)=O